Bis(7-(nonanoyloxy)heptyl) (S)-2-hydroxysuccinate O[C@H](C(=O)OCCCCCCCOC(CCCCCCCC)=O)CC(=O)OCCCCCCCOC(CCCCCCCC)=O